5-fluoro-1-[[4-[5-(trifluoromethyl)-1,2,4-oxadiazol-3-yl]phenyl]methyl]pyridin-2-one FC=1C=CC(N(C1)CC1=CC=C(C=C1)C1=NOC(=N1)C(F)(F)F)=O